methyl N-[2-(4-{[(4-bromopyridin-2-yl)carbamoyl]methyl}piperazin-1-yl)ethyl]-N-methylcarbamate BrC1=CC(=NC=C1)NC(=O)CN1CCN(CC1)CCN(C(OC)=O)C